COC=1C=C(C=CC1OC)C=1NC2=CC=C(C=C2C1C(C)C)C=1C=C(C=CC1)C(=O)N1CCNCC1 (3-(2-(3,4-dimethoxyphenyl)-3-isopropyl-1H-indol-5-yl)phenyl)(piperazin-1-yl)methanone